(3S,4S)-1-acryloyl-3-hydroxypiperidin C(C=C)(=O)N1C[C@H](CCC1)O